(benzo[d]thiazole-2-yl)-6-(2-(benzo[d]thiazole-2-yl)-4-methoxyphenoxy)-3-(3,5-diphenyl-1H-pyrazol-1-yl)-4-methoxyphenol S1C(=NC2=C1C=CC=C2)C2=C(C(=CC(=C2N2N=C(C=C2C2=CC=CC=C2)C2=CC=CC=C2)OC)OC2=C(C=C(C=C2)OC)C=2SC1=C(N2)C=CC=C1)O